4'-((N-(2-Fluorophenyl)pentanamido)methyl)biphenyl FC1=C(C=CC=C1)N(C(CCCC)=O)CC1=CC=C(C=C1)C1=CC=CC=C1